1-(3-methyl-[1,2,4]triazolo[4,3-b]pyridazin-6-yl)azetidin-3-one CC1=NN=C2N1N=C(C=C2)N2CC(C2)=O